N-((1r,4r)-4-((3,4-Difluoro-benzyl)(methyl)amino)cyclohexyl)-6-(2-oxa-8-azaspiro[4.5]decan-8-yl)pyridine-3-sulfonamide FC=1C=C(CN(C2CCC(CC2)NS(=O)(=O)C=2C=NC(=CC2)N2CCC3(CCOC3)CC2)C)C=CC1F